S(=O)[O-] sulfanate